C1(CC1)[C@]1(C(N(C[C@H]1C)C=1C=2N(C=C(N1)C=1C=NN(C1)[C@H]1CN(CC1)C)N=CC2)=O)C#N |&1:20| (3R,4S)-3-cyclopropyl-4-methyl-1-[6-[1-[(3RS)-1-methylpyrrolidin-3-yl]pyrazol-4-yl]pyrazolo[1,5-a]pyrazin-4-yl]-2-oxopyrrolidine-3-carbonitrile